ON(C(C)=O)C1(C(OC2=CC=CC=C2C1=O)=O)C N-hydroxy-N-(3-methyl-2,4-dioxo-chroman-3-yl)acetamide